Methyl-3-amino-2-oxo-1-(4-phenyl-3,4-dihydro-2H-benzo[b][1,4]oxazin-6-yl)-1,2-dihydrothieno[2,3-b]pyrazine-6-carboxylate COC(=O)C1=CC2=C(N=C(C(N2C2=CC3=C(OCCN3C3=CC=CC=C3)C=C2)=O)N)S1